C(C)(C)N1N=NC2=C1C=C(C=C2)C=2C=CN1N=C(N=C(C12)OC)N[C@H]1CC[C@H](CC1)OCCO 2-((cis-4-((5-(1-isopropyl-1H-benzo[d][1,2,3]triazol-6-yl)-4-methoxypyrrolo[2,1-f][1,2,4]triazin-2-yl)amino)cyclohexyl)oxy)ethan-1-ol